CC(CC(=O)O)P(O)=O 1-methyl[(2-carboxyethyl)phosphinic acid]